FC(C1(CC1)NC1CNCC1)F N-[1-(difluoromethyl)cyclopropyl]pyrrolidin-3-amine